(S)-6-fluoro-1,2,3,4-tetrahydronaphthalene-1-amine FC=1C=C2CCC[C@@H](C2=CC1)N